(rac)-tert-butyl (cis)-4-hydroxy-2-methylpiperidine-1-carboxylate O[C@@H]1C[C@@H](N(CC1)C(=O)OC(C)(C)C)C |r|